BrC1=C(C2=C(OC3=C(C(N2)=O)C=CC=C3)C=C1)C 8-bromo-9-methyldibenzo[b,f][1,4]oxazepin-11(10H)-one